5-Fluoro-1,2,3,6-Tetrahydro-2,6-Dioxo-4-PyrimidineCarboxylic Acid FC1=C(NC(NC1=O)=O)C(=O)O